CN1C=NC(=C1)C(=O)ON=CC1=CC(=C(C=C1)F)F 3,4-Difluorobenzaldehyde-O-(1-methyl-1H-imidazole-4-carbonyl) oxime